1-(4-((4-(3-(diethylamino)quinoxalin-6-yl)-5-fluoropyrimidin-2-yl)amino)piperidin-1-yl)ethan-1-one C(C)N(C=1C=NC2=CC=C(C=C2N1)C1=NC(=NC=C1F)NC1CCN(CC1)C(C)=O)CC